dibenzothiophenyl-[phenyl(biphenylyl)triazineyl]biphenyl methyl-2-cyclopropyl-5-ethoxy-4-((2-(4-(4-(2-hydroxyacetamido)butyl)phenyl)-3-oxo-2,8-diazaspiro[4.5]decan-8-yl)methyl)benzoate COC(C1=C(C=C(C(=C1)OCC)CN1CCC2(CC(N(C2)C2=CC=C(C=C2)CCCCNC(CO)=O)=O)CC1)C1CC1)=O.C1(=CC=CC=2SC3=C(C21)C=CC=C3)C=3C(=C(C=CC3)C3=CC=CC=C3)C3=NN=NC(=C3C3=C(C=CC=C3)C3=CC=CC=C3)C3=CC=CC=C3